1-BOC-5-CHLORO-1H-INDOLE-2-BORONIC ACID C(=O)(OC(C)(C)C)N1C(=CC2=CC(=CC=C12)Cl)B(O)O